C(C)(C)(C)[S@](=O)NC=1N(C(=C2CCCCC12)C(=O)NC1=CC(=C(C=C1)F)Cl)C (((S)-tert-Butylsulfinyl)amino)-N-(3-chloro-4-fluorophenyl)-2-methyl-4,5,6,7-tetrahydro-2H-isoindole-1-carboxamide